[1-[4-[methyl(tetra-hydropyran-4-yl)amino]-5-oxido-6,7-dihydro-thieno[3,2-d]pyrimidin-5-ium-2-yl]azetidin-3-yl] 4-(dimethylcarbamoyl)-benzoate CN(C(=O)C1=CC=C(C(=O)OC2CN(C2)C=2N=C(C3=C(N2)CC[S+]3[O-])N(C3CCOCC3)C)C=C1)C